ClC1=CC=2N(C(=C1)C1=CC(=C(C#N)C=C1C)F)N=CN2 4-{7-chloro-[1,2,4]triazolo[1,5-a]pyridin-5-yl}-2-fluoro-5-methylbenzonitrile